CN1CC2(CN(C2)C=2C=CC=3N(C2)C(=CN3)C(=O)N3CC2=C(CC3)C(=CS2)C(=O)NC2=CC(=CC=C2)C(F)(F)F)C1 6-(6-(6-Methyl-2,6-diazaspiro[3.3]heptan-2-yl)imidazo[1,2-a]pyridin-3-carbonyl)-N-(3-(trifluoromethyl)phenyl)-4,5,6,7-tetrahydrothieno[2,3-c]pyridin-3-carboxamid